3-(racemic-1,2-dideutero-1-methyl-ethyl)-N-(4-piperidyl)-6-(trifluoromethyl)imidazo[1,2-a]Pyridin-8-amine [2H][C@](C[2H])(C)C1=CN=C2N1C=C(C=C2NC2CCNCC2)C(F)(F)F |r|